O[C@@H]1[C@H]([C@H](CC1)N1C(C(=CC2=C1N=C(N=C2)NC2(C(CN(CC2([2H])[2H])S(=O)(=O)C)([2H])[2H])[2H])C([2H])([2H])[2H])=O)C (+)-8-((1S,2S,3S)-3-hydroxy-2-methylcyclopentyl)-6-(methyl-d3)-2-((1-(methylsulfonyl)piperidin-4-yl-3,3,4,5,5-d5)-amino)pyrido[2,3-d]pyrimidin-7(8H)-one